C(C)(C)(C)[C@]1(N(C[C@H](CC1)OCC1=CC=CC=C1)C(=O)OCC1=CC(=C(C=C1)OC=1C=NC=C(C1)C(F)(F)F)F)COC(F)F (3-fluoro-4-((5-(trifluoromethyl)pyridin-3-yl)oxy)phenyl)methanol tert-butyl-(2S,5S)-5-(benzyloxy)-2-((difluoromethoxy)methyl)piperidine-1-carboxylate